[W](=O)(=O)(=O)=O tungsten Tetraoxide